tert-butyl (1R,5S,6r)-6-[hydroxy (4-methyl-2-pyridinyl) methyl]-3-azabicyclo[3.1.0]hexane-3-carboxylate OC(C1[C@H]2CN(C[C@@H]12)C(=O)OC(C)(C)C)C1=NC=CC(=C1)C